(4S,6S)-12-chloro-6-methyl-2,8,10,11-tetrazatricyclo-[7.4.0.02,6]trideca-1(9),10,12-trien-4-ol ClC=1N=NC=2NC[C@@]3(C[C@@H](CN3C2C1)O)C